COC=1N=C2C(=CC=NC2=CC1OC)OC1=C(C=C(C=C1)NC(=O)C1=CN(C=C(C1=O)C1=CC=C(C=C1)F)C1CN(C1)C)F N-[4-[(6,7-dimethoxy-1,5-naphthyridin-4-yl)oxy]-3-fluorophenyl]-5-(4-fluorophenyl)-1-(1-methylazetidin-3-yl)-4-oxopyridine-3-carboxamide